CN1C(=NN=C1)C[C@@H](C)C1=CC(=NC(=C1)NC)N1C(C2=CC=CC(=C2C1)C(F)(F)F)=O (R)-2-(4-(1-(4-methyl-4H-1,2,4-triazol-3-yl)propan-2-yl)-6-(methylamino)pyridin-2-yl)-4-(trifluoromethyl)isoindolin-1-one